OC=1C=C(C=CC1O)C1OC2=C(CC1O)C(=CC(=C2)O)O 2,3-dihydro-2-(3,4-dihydroxyphenyl)-3,5,7-trihydroxy-4H-1-benzopyran